3-(2-bromo-5-nitrophenoxy)oxetane BrC1=C(OC2COC2)C=C(C=C1)[N+](=O)[O-]